NC1=C(C(=O)O)C=CC(=C1)N1C[C@@H](OCC1)COC([2H])([2H])[2H] (R)-2-amino-4-(2-((methoxy-d3)methyl)morpholino)benzoic acid